(2R,3aS,6S,6aR)-6-((2-amino-3-bromoquinolin-7-yl)oxy)-2-(2-amino-7H-pyrrolo[2,3-d]pyrimidin-7-yl)hexahydro-3aH-cyclopenta[b]furan-3,3a-diol dihydrochloride Cl.Cl.NC1=NC2=CC(=CC=C2C=C1Br)O[C@H]1CC[C@]2([C@@H]1O[C@H](C2O)N2C=CC1=C2N=C(N=C1)N)O